7-methoxy-N-phenethylbenzofuran-2-carboxamide COC1=CC=CC=2C=C(OC21)C(=O)NCCC2=CC=CC=C2